benzyl 3-(1-tert-butoxycarbonylazetidin-2-yl)-3-hydroxy-pyrrolidine-1-carboxylate C(C)(C)(C)OC(=O)N1C(CC1)C1(CN(CC1)C(=O)OCC1=CC=CC=C1)O